N-[3-[2-(difluoromethoxy)-5-[(2-methyl-3,4-dihydro-1H-isoquinolin-6-yl)oxy]phenyl]-1-methyl-pyrazol-4-yl]pyrazolo[1,5-a]pyrimidine-3-carboxamide FC(OC1=C(C=C(C=C1)OC=1C=C2CCN(CC2=CC1)C)C1=NN(C=C1NC(=O)C=1C=NN2C1N=CC=C2)C)F